C(C)OC(CCC1(C(C2=CC=CC=C2CC1)=O)C(=O)OCC=C)=O allyl 2-(3-ethoxy-3-oxopropyl)-1-oxo-1,2,3,4-tetrahydronaphthalene-2-carboxylate